BrC1=CC(=C(CO[Si](C)(C)C(C)(C)C)C=C1C)F ((4-Bromo-2-fluoro-5-methylbenzyl)oxy)(tert-butyl)dimethylsilane